C1(=CC=CC=2C3=CC=CC=C3CC12)N([C@@H](COCC1=CC=CC=C1)C(=O)O)C(=O)OC fluorenyl-methoxycarbonyl-O-benzyl-L-serine